C(#N)C1=C(C=CC=C1)C=1C=CC(=NC1)/C=C/[C@H]1[C@@H](C(C[C@]2(C(O[C@@H]([C@@H]12)C)=O)[C@@H](C(=O)OC)O)(F)F)C |&1:27| (S and R)-methyl 2-((1R,3aR,6S,7R,7aS)-7-((E)-2-(5-(2-cyanophenyl)pyridin-2-yl)vinyl)-5,5-difluoro-1,6-dimethyl-3-oxooctahydroisobenzofuran-3a-yl)-2-hydroxyacetate